C(#C)[C@@]12[C@H](O[C@@H]([C@]2(O)COCC2=C(C=C(C=C2)Cl)Cl)C(O)COCC2=C(C=C(C=C2)Cl)Cl)O1 1,2-anhydro-2-C-ethynyl-3,5-bis(2,4-dichlorobenzyloxymethyl)-α-D-ribofuranose